(2-chloro-5-fluorophenyl)-6-hydroxy-7-[(4-methoxyphenyl) methyl]-8-oxo-1,6,7,8-tetrahydropyrrolo[4,3-g]indazole-5-carboxylate ClC1=C(C=C(C=C1)F)OC(=O)C=1C=C2C=NNC2=C2C1C(N(C2=O)CC2=CC=C(C=C2)OC)O